(pyridin-2-ylamino)pyrimidine-5-carboxamide N1=C(C=CC=C1)NC1=NC=C(C=N1)C(=O)N